1-benzyl-4-(benzyloxy)-3-(methoxymethyl)-3-(trifluoromethyl)pyrrolidine C(C1=CC=CC=C1)N1CC(C(C1)OCC1=CC=CC=C1)(C(F)(F)F)COC